[F].O(C1=CC=CC=C1)C(C)(O)OC1=CC=CC=C1 Bisphenoxyethanol fluorine